N-((3R,4S)-4-((6-(2,6-dichloro-3,5-di-methoxyphenyl)-8-((4-(isopropyl-amino)butyl)amino)pyrido[3,4-d]pyrimidin-2-yl)amino)tetrahydrofuran-3-yl)acrylamide ClC1=C(C(=C(C=C1OC)OC)Cl)C1=CC2=C(N=C(N=C2)N[C@H]2[C@H](COC2)NC(C=C)=O)C(=N1)NCCCCNC(C)C